BrC=1C=C(C=CC1)C(CC(=O)NN)O[Si](C)(C)C(C)(C)C 3-(3-bromophenyl)-3-((tert-butyldimethylsilyl)oxy)propane-hydrazide